3-(Isoquinolin-1-yl)-N-(5-(methylsulfanyl)-1,3,4-thiadiazol-2-yl)isoxazole-5-carboxamide C1(=NC=CC2=CC=CC=C12)C1=NOC(=C1)C(=O)NC=1SC(=NN1)SC